FC(C=1C=C(/C=C/C(=O)O)C=CC1)(F)F (E)-3-trifluoromethyl-cinnamic acid